perfluorophenyl 2-(2-oxoindolin-5-yl)acetate O=C1NC2=CC=C(C=C2C1)CC(=O)OC1=C(C(=C(C(=C1F)F)F)F)F